CN(CCCC1=C(C=C(N)C=C1)F)C 4-(3-(dimethylamino)propyl)-3-fluoroaniline